4-methoxy-6-methylpyridine-3-carboxylic acid methyl ester COC(=O)C=1C=NC(=CC1OC)C